N[C@@]1(CN(CC1)C1=C(C=NC(=C1C1=CC(=C(C=C1)F)F)C(F)(F)F)C(=O)N[C@@H](C)C1CC1)C 4-[(3S)-3-amino-3-methylpyrrolidin-1-yl]-N-[(1S)-1-cyclopropylethyl]-5-(3,4-difluorophenyl)-6-(trifluoromethyl)pyridine-3-carboxamide